C(C)(C)(C)OC(=O)N1CCC(CC1)N(C)C1=NC=C(C=C1)Cl 4-[(5-chloro-2-pyridinyl)-methyl-amino]piperidine-1-carboxylic acid tert-butyl ester